N-ethyl-N-{2-[4-(6-fluoro-1,2-benzisoxazol-3-yl)piperidin-1-yl]ethyl}-2-hydroxypropionamide C(C)N(C(C(C)O)=O)CCN1CCC(CC1)C1=NOC2=C1C=CC(=C2)F